NCC(=O)NC1=CC(=CC=C1)CC=1C=CC=2C3=C(C(=NC2C1)N)N=C(N3CC(C)(C)O)CCCC 2-amino-N-(3-((4-amino-2-butyl-1-(2-hydroxy-2-methylpropyl)-1H-imidazo[4,5-c]quinolin-7-yl)methyl)phenyl)acetamide